CC1=NOC(=C1C1=C2CCC(N3C2=C(C=C1)N(C3=O)C)C3=CC=CC=C3)C 7-(3,5-Dimethylisoxazol-4-yl)-1-methyl-4-phenyl-5,6-dihydro-4H-imidazo[4,5,1-ij]quinolin-2(1H)-one